C1(=CC=C(C=C1)NC=1N=C2C(=NC1OC)NC(=N2)C(F)(F)F)C2=CC=CC=C2 N-([1,1'-biphenyl]-4-yl)-6-methoxy-2-(trifluoromethyl)-1H-imidazo[4,5-b]pyrazin-5-amin